N-((1R,3r,5S,6r)-3-(6-chloro-1H-indazol-4-yl)-3-hydroxybicyclo[3.1.0]hexan-6-yl)nicotinamide ClC1=CC(=C2C=NNC2=C1)C1(C[C@H]2C([C@H]2C1)NC(C1=CN=CC=C1)=O)O